CC(CO)(C)NC(C(CC)(C)C)=O N-(1,1-dimethyl-2-hydroxyethyl)-2,2-dimethylbutanamide